C(C)OP(OCC)(=O)CC1CN(CCC1)C1=NC2=C(C(=CC=C2C(=C1)N1C=NC=C1)Cl)Cl Diethyl(1-(7,8-Dichloro-4-(1H-Imidazol-1-Yl) Quinolin-2-Yl) Piperidin-3-Yl)Methylphosphonate